C1(CCCCC1)CNC12CC3(CC(CC(C1)C3)C2)NC(=O)C2=NC(=CC=C2)C 6-Methyl-pyridine-2-carboxylic acid [3-(cyclohexylmethyl-amino)-adamantan-1-yl]-amide